OCCS(=O)(=O)C=1C=C(OC[C@H](CN[C@@H]2COC3(C2)CCN(CC3)S(=O)(=O)C3=CC(=CC=C3)C3=NC(=CC=C3)C)O)C=CC1 (S)-1-(3-(2-hydroxyethylsulfonyl)phenoxy)-3-((S)-8-(3-(6-methylpyridin-2-yl)benzenesulfonyl)-1-oxa-8-azaspiro[4.5]decan-3-ylamino)propan-2-ol